N-(6-((3-Fluoro-4-methoxyphenyl)amino)-1H-pyrazolo[3,4-b]pyridin-3-yl)-4-(1-methylpiperidin-4-yl)benzamid FC=1C=C(C=CC1OC)NC1=CC=C2C(=N1)NN=C2NC(C2=CC=C(C=C2)C2CCN(CC2)C)=O